C(=O)(O)C1=C(C=C(C=C1)C1=C(C=CC=C1)C=1N=CNC1)NC(=O)C1=C(C=C(C(=C1)O)C(=O)O)C(=O)O 4-{[4-carboxy-2'-(1H-imidazol-4-yl)-[1,1'-biphenyl]-3-yl]carbamoyl}-6-hydroxybenzene-1,3-dicarboxylic acid